[Co](O)O.[Pd] palladium-cobalt hydroxide